NC1=NC=2C=C(C(=CC2C2=C1[C@H](OC2)C)C(=O)N2N(CCC2)C2=CC1=C(N=C(S1)C1CCN(CC1)C)C=C2)F (R)-(4-amino-7-fluoro-3-methyl-1,3-dihydrofuro[3,4-c]quinolin-8-yl)(2-(2-(1-methylpiperidin-4-yl)benzo[d]thiazol-6-yl)pyrazolidin-1-yl)methanone